C1(CC1)C1=NC=NC(=C1C1=NC=C2N=CN(C2=N1)CC1=CC=C(C=C1)C=1N(C=C(N1)C(F)(F)F)C)OC 2-(4-cyclopropyl-6-methoxypyrimidin-5-yl)-9-(4-(1-methyl-4-(trifluoromethyl)-1H-imidazol-2-yl)benzyl)-9H-purine